(5S,8R)-N-((1,2,3,5,6,7-hexahydro-s-indacen-4-yl)carbamoyl)-4-hydroxy-5,6,7,8-tetrahydro-4H-5,8-methanocyclohepta[b]furan-2-sulfonamide C1CCC2=C(C=3CCCC3C=C12)NC(=O)NS(=O)(=O)C1=CC2=C(O1)[C@@H]1CC[C@H](C2O)C1